COC[C@H](CN1N=CC(=C1)C=1N=C(C=2N(C1)N=CC2)C=2C=NN(C2)C(CC)CC)O (S)-1-methoxy-3-(4-(4-(1-(pentan-3-yl)-1H-pyrazol-4-yl)pyrazolo[1,5-a]pyrazin-6-yl)-1H-pyrazol-1-yl)propan-2-ol